3-bromo-5-(2-chlorophenyl)sulfanyl-pyridine BrC=1C=NC=C(C1)SC1=C(C=CC=C1)Cl